[N-](S(=O)(=O)C(F)(F)F)S(=O)(=O)C(F)(F)F.C(CCC)[N+](CCCCCC)(C)CCCC N,N-dibutyl-N-methyl-N-hexylammonium bis(trifluoromethanesulfonyl)imide